C(C)(=O)C1=C(C(=C(C=C1)NC(C)=O)[N+](=O)[O-])O N-(4-acetyl-3-hydroxy-2-nitro-phenyl)acetamide